C(C)(C)(C)OP(=O)(OC(C)(C)C)OC=1C=C(C(=O)OC(C)(C)C)C=CC1CNC tert-butyl 3-((di-tert-butoxyphosphoryl)oxy)-4-((methylamino)methyl)benzoate